COC(=O)CCCCCCC heptanecarboxylic acid methylester